N1=CC=CN=CC=C1C(=O)N [1,5]diazocine-8-carboxamide